(1R,3S,4S)-2-azabicyclo[2.2.1]heptane-2,3-dicarboxylic acid 2-tert-butyl 3-ethyl ester C(C)OC(=O)[C@H]1N([C@@H]2CC[C@H]1C2)C(=O)OC(C)(C)C